4-(2-(2,6-dioxopiperidin-3-yl)-6-fluoro-1,3-dioxoisoindolin-5-yl)piperazine-1-acetamide O=C1NC(CCC1N1C(C2=CC(=C(C=C2C1=O)N1CCN(CC1)CC(=O)N)F)=O)=O